2-[2-chloro-6-(trifluoromethyl)phenyl]-N-{3-sulfamoyl-4-[4-(trifluoromethyl)-1H-pyrazol-1-yl]phenyl}acetamide ClC1=C(C(=CC=C1)C(F)(F)F)CC(=O)NC1=CC(=C(C=C1)N1N=CC(=C1)C(F)(F)F)S(N)(=O)=O